ClC1=C(C=CC=C1)C1=CN=C(O1)CSC1=NC(=CC(=N1)N)C 2-({[5-(2-Chlorophenyl)-1,3-oxazol-2-yl]methyl}sulfanyl)-6-methylpyrimidin-4-amin